C(C)OP(OCC)(=O)C(C[C@H]1O[C@@H]([C@H]([C@H]([C@@H]1OCC1=CC=CC=C1)OCC1=CC=CC=C1)OCC1=CC=CC=C1)OC)(F)F (1,1-difluoro-2-((2R,3R,4S,5S,6S)-3,4,5-tris(benzyloxy)-6-methoxytetrahydro-2H-pyran-2-yl)ethyl)phosphonic acid diethyl ester